C(C)(C)(C)C=1C=C(C=C(C1O)C)CCC(=O)OCCOCCOCCOC(CCC1=CC(=C(C(=C1)C)O)C(C)(C)C)=O Triethylene glycol bis[3-(3-tert-butyl-5-methyl-4-hydroxyphenyl) propionate]